[Na].OCCCC 1-hydroxybutane sodium